O=C1ONN2C1=COCC2 3-oxo-6,7-dihydro-3H-[1,2,3]oxadiazolo[4,3-c][1,4]oxazin